FC1=C(C=CC=N1)C 6-Fluoro-5-methylpyridin